NC1=NC=CC=C1C1=NC=2C(=NC(=CC2)C2=CC=CC=C2)N1C1=CC=C(C=C1)C1(CCC1)NC(OC(C)(C)C)=O tert-butyl (1-(4-(2-(2-aminopyridin-3-yl)-5-phenyl-3H-imidazo[4,5-b]pyridin-3-yl)phenyl)cyclobutyl)carbamate